[N+](=O)([O-])C=1C=C(C=NC1)N1C[C@H](CCC1)C(=O)O (3S)-1-(5-nitro-3-pyridyl)piperidine-3-carboxylic acid